NC1=C(C=CC=C1)NC(\C=C\C1=CN(C=C1)S(=O)(=O)C1=CC=C(C=C1)C=1C=NN(C1)C)=O (E)-N-(2-aminophenyl)-3-{1-[4-(1-methyl-1H-pyrazol-4-yl)-benzenesulfonyl]-1H-pyrrol-3-yl}-acrylamide